ClC1=C(C=C(C=C1)C#N)C=1C=C2C(=NN(C2=CC1)C(C1=CC=CC=C1)(C1=CC=CC=C1)C1=CC=CC=C1)NC(=O)[C@@H]1CC[C@H](N(C1)C(=O)OC(C)(C)C)C tert-Butyl (2R,5R)-5-{[5-(2-chloro-5-cyanophenyl)-1-trityl-1H-indazol-3-yl]carbamoyl}-2-methylpiperidine-1-carboxylate